1,3,4,6,7,8-hexahydro-2H-pyrazino[1,2-c]pyrimidine-2-carboxylate C1N(CCN2CNCC=C21)C(=O)[O-]